N-[(2E)-3-(4-fluorobenzenesulfonyl)prop-2-en-1-yl]-2-oxo-1H,2H,5H,6H,7H,8H,9H-cyclohepta[b]pyridine-3-carboxamide FC1=CC=C(C=C1)S(=O)(=O)/C=C/CNC(=O)C1=CC2=C(NC1=O)CCCCC2